N=1C=NN2C1C=C(C=C2)C2=CNC=1N=C(N=C(C12)OC)NC1CCC(CC1)OCCO 2-(((1s,4s)-4-((5-([1,2,4]triazolo[1,5-a]pyridin-7-yl)-4-methoxy-7H-pyrrolo[2,3-d]pyrimidin-2-yl)amino)cyclohexyl)oxy)ethan-1-ol